2,3-dichloro-tetrahydrofuran ClC1OCCC1Cl